NC=1C=C2C(CC(C2=CC1C)(C)C1=CC(=C(C=C1)C)N)(C)C 5-amino-6-methyl-1-(3'-amino-4'-methylphenyl)-1,3,3-trimethylindane